C(C)N([C@@H]1[C@@H](CCC1)OC=1C=C2CN(C(C2=CC1)=O)C1C(NC(CC1)=O)=O)CC12CC(C1)(C2)F 3-(5-(((1R,2S)-2-(ethyl((3-fluorobicyclo[1.1.1]pentan-1-yl)methyl)amino)cyclopentyl)oxy)-1-oxoisoindolin-2-yl)piperidine-2,6-dione